5-triethoxysilylpentanenitrile C(C)O[Si](CCCCC#N)(OCC)OCC